CC=1C=C(C=C(C1N1CCN(CC1)C)C)C=1C=C2C(=NC1)NC=C2C#N 5-[3,5-Dimethyl-4-(4-methylpiperazin-1-yl)phenyl]-1H-pyrrolo[2,3-b]pyridine-3-carbonitrile